ClC=1C=C(C=C(C1)S(=O)(=O)C)NC(=O)C=1SC(=C(C1)C1=NC=C(C=C1N1CCC2(CC2)CC1)F)C N-(3-chloro-5-(methylsulfonyl)phenyl)-4-(5-fluoro-3-(6-azaspiro[2.5]oct-6-yl)pyridin-2-yl)-5-methylthiophene-2-carboxamide